3-Nitrosalicylaldehyde sodium salt [Na].[N+](=O)([O-])C1=C(C(C=O)=CC=C1)O